(2-amino-6-(trifluoromethyl)phenyl)methanol NC1=C(C(=CC=C1)C(F)(F)F)CO